Cl.FC(CC(COC)(N)C)F 4,4-difluoro-1-methoxy-2-methylbutan-2-amine hydrochloride